1,4-dimethyl-6-nitroquinolin-2(1H)-one CN1C(C=C(C2=CC(=CC=C12)[N+](=O)[O-])C)=O